2-hydroxytetrahydro-2H-pyran-2-carboxylic acid OC1(OCCCC1)C(=O)O